3-(3-chlorophenyl-thio)-4-hydroxypent-3-en-2-one ClC=1C=C(C=CC1)SC(C(C)=O)=C(C)O